3-(4-piperazin-1-ylphenyl)piperidine-2,6-dione hydrochloride Cl.N1(CCNCC1)C1=CC=C(C=C1)C1C(NC(CC1)=O)=O